N-[(1S)-5-[2-(2-aminopyridin-3-yl)-7-bromo-5-(pyrazol-1-yl)imidazo[4,5-b]pyridin-3-yl]-2,3-dihydro-1H-inden-1-yl]-4-(benzyloxy)-3-(1,3-dioxolan-2-yl)benzamide NC1=NC=CC=C1C1=NC=2C(=NC(=CC2Br)N2N=CC=C2)N1C=1C=C2CC[C@@H](C2=CC1)NC(C1=CC(=C(C=C1)OCC1=CC=CC=C1)C1OCCO1)=O